4-phenyl-styrene C1(=CC=CC=C1)C1=CC=C(C=C)C=C1